F[C@H](C1=CC2=C(SC(=C2)C(=O)OC2=C(C(=C(C(=C2F)F)F)F)F)C=C1)[P@@](=O)(OC1=CC=CC=C1)N[C@H](C(OCCC)=O)C Perfluorophenyl 5-((S)-fluoro((R)-(((S)-1-oxo-1-propoxypropan-2-yl)amino)(phenoxy)phosphoryl)methyl)benzo[b]thiophene-2-carboxylate